FC1=C(CN2C(C3=NC=CN=C3C(=C2)C(=O)NC2CCOCC2)=O)C(=CC(=C1)C=1C2=CN(N=C2C=CC1)C)F 6-(2,6-difluoro-4-(2-methyl-2H-indazol-4-yl)benzyl)-5-oxo-N-(tetrahydro-2H-pyran-4-yl)-5,6-dihydropyrido[3,4-b]pyrazine-8-carboxamide